5-(2-thiophenecarbonyl)-N-butylamino-3-(1-ethylpiperidin-4-yl)pyrrolo[3,2-b]pyridine S1C(=CC=C1)C(=O)C1=CC=C2C(=N1)C(=CN2NCCCC)C2CCN(CC2)CC